dicyclopentyl-(3-pentafluoroethoxyphenyl)phosphine tert-butyl-(S)-4-(2-amino-3-methoxy-3-oxopropyl)-1H-indole-1-carboxylate C(C)(C)(C)OC(=O)N1C=CC2=C(C=CC=C12)C[C@@H](C(=O)OC)N.C1(CCCC1)P(C1=CC(=CC=C1)OC(C(F)(F)F)(F)F)C1CCCC1